CN(C(=O)C1=CC=C(C=C1)C=1C=CC(=NC1)NC=1C=C(C=NC1)NC(=O)C=1C=C(C=CC1)NC(CCOCCOCCNC(OC(C)(C)C)=O)=O)C tert-butyl (2-(2-(3-((3-((5-((5-(4-(dimethylcarbamoyl)phenyl)pyridin-2-yl)amino)pyridin-3-yl)carbamoyl)phenyl)amino)-3-oxopropoxy)ethoxy)ethyl)carbamate